N[C@H](C(=O)N)CC(C(F)F)(C)C (S)-2-amino-5,5-difluoro-4,4-dimethylpentanamide